5-Benzyl-N-(4-(5-(methylcarbamoyl)-1H-benzo[d]imidazol-1-yl)benzyl)-1,2,4-oxadiazol-3-carboxamide C(C1=CC=CC=C1)C1=NC(=NO1)C(=O)NCC1=CC=C(C=C1)N1C=NC2=C1C=CC(=C2)C(NC)=O